NCCN1C(=O)N(C(=O)N(C1=O)CCCC)CCN 1,3-bis(2-aminoethyl)-5-butyl-isocyanuric acid